Diethyl (4-fluorophenylthio)methylphosphonate FC1=CC=C(C=C1)SCP(OCC)(OCC)=O